1-ethyl-3-methylimidazole toluenesulfonate salt C(C1=CC=CC=C1)S(=O)(=O)O.C(C)N1CN(C=C1)C